1'-((1,1-dimethyl-1,3-dihydroisobenzofuran-5-yl)sulfonyl)spiro[cyclopentane-1,3'-indoline] CC1(OCC2=CC(=CC=C12)S(=O)(=O)N1CC2(C3=CC=CC=C13)CCCC2)C